O[C@H]1[C@H](N(C([C@H]1O)=O)C1=NC(=CC(=C1)C(F)(F)F)C)C(=O)N(C=1C=CC=2OCCN(C2N1)C)C (2S,3S,4S)-3,4-Dihydroxy-N-methyl-N-(4-methyl-3,4-dihydro-2H-pyrido[3,2-b][1,4]oxazin-6-yl)-1-(6-methyl-4-(trifluoromethyl)pyridin-2-yl)-5-oxopyrrolidine-2-carboxamide